C(C)(C)N1CCN(CC1)CC1=CC=C(C(=N1)C)N1N=CC(=C1)C1=NC(=NC=C1C(F)(F)F)NC1CCN(CC1)S(=O)(=O)C=1N=CN(C1)C 4-(1-(6-((4-Isopropylpiperazin-1-yl)methyl)-2-methylpyridin-3-yl)-1H-pyrazol-4-yl)-N-(1-((1-methyl-1H-imidazol-4-yl)sulfonyl)piperidin-4-yl)-5-(trifluoromethyl)pyrimidin-2-amine